N1C2=C(C=C1)CNC2=O 4,5-dihydropyrrolo[3,4-b]pyrrol-6(1H)-one